5-(4-((2,5-dimethyl-3-oxo-4H-quinoxalin-6-yl)methyl-d2)piperazin-1-yl)-6-fluoropyridine-2-carboxamide CC1=NC2=CC=C(C(=C2NC1=O)C)C(N1CCN(CC1)C=1C=CC(=NC1F)C(=O)N)([2H])[2H]